FC(C1=C(C(=O)OC)C=CC(=C1)OS(=O)(=O)C(F)(F)F)(F)F methyl 2-(trifluoromethyl)-4-(((trifluoromethyl)sulfonyl)oxy)benzoate